C1=CC=CC=2C3=CC=CC=C3C3(C(C12)=O)C1=CC=CC=C1C=1C=CC=CC13 spiro[9H-fluorene-9,9'(10'H)-phenanthrene]-10'-one